3-methoxy-N-methyl-cyclobutanamine COC1CC(C1)NC